C1(CC1)C(=O)NC1=NC=C(C(=O)NC([2H])([2H])[2H])C(=C1)NC1=C2N(CC=3N(C2=CC=C1)C(N(N3)C)=O)C 6-(cyclopropanecarboxamido)-4-((2,5-dimethyl-1-oxo-1,2,4,5-tetrahydro-[1,2,4]triazolo[4,3-a]quinoxalin-6-yl)amino)-N-(methyl-d3)nicotinamide